Cl.C(OCCNC(C(CCC(=O)N)N)=O)(OC1=CC=C(C=C1)C=CC1=CC(=CC(=C1)OC)OC)=O (E)-2-(2,5-diamino-5-oxopentanamido)ethyl (4-(3,5-dimethoxystyryl)phenyl) carbonate Hydrochloride